C(CCCC)C1OCC(S1)CCC 2-pentyl-4-propyl-1,3-oxathiolane